8-[3-amino-5-(trifluoromethyl)piperidin-1-yl]Quinoxaline-5-carbonitrile NC1CN(CC(C1)C(F)(F)F)C1=CC=C(C=2N=CC=NC12)C#N